N(=C=O)C(C)(C)C1=CC(=CC=C1)C(=C)C 1-(1-isocyanato-1-methylethyl)-3-(1-methylvinyl)-benzene